2,5-dicarboxylthiophene C(=O)(O)C=1SC(=CC1)C(=O)O